4-Chloro-7-fluoro-1-isopropyl-pyrazolo[4,3-c]pyridine ClC1=NC=C(C2=C1C=NN2C(C)C)F